C(C)(C)(C)OC1=CC=CC(=N1)C=O 6-(t-butoxy)pyridinecarboxaldehyde